8-(7-(2-aminobenzo[d]thiazol-4-yl)-6-chloro-8-fluoro-2-(((S)-1-methylpyrrolidin-2-yl)methoxy)quinazolin-4-yl)-1,3,8-triazaspiro[4.5]decane-2,4-dione NC=1SC2=C(N1)C(=CC=C2)C2=C(C=C1C(=NC(=NC1=C2F)OC[C@H]2N(CCC2)C)N2CCC1(C(NC(N1)=O)=O)CC2)Cl